C(C)(C)(C)N1C=C(C=2C1=NC(=CC2)C(=O)N2[C@H]1[C@@H](CC2)CNC1=O)C1=CC(=C(C=C1)Cl)F (3aS,6aS)-1-(1-(tert-butyl)-3-(4-chloro-3-fluorophenyl)-1H-pyrrolo[2,3-b]pyridine-6-carbonyl)hexahydropyrrolo[3,4-b]pyrrol-6(1H)-one